Cl.CO[C@@H]([C@H](N)C(=O)OCC1=CC(=NC(=C1)Cl)Cl)C (2,6-Dichloropyridin-4-yl)methyl O-methyl-L-threoninate hydrochloride